4-(3-((3-(dimethylphosphoryl)-5-fluorobenzyl)oxy)-5-fluoropyridin-2-yl)-5-methyl-N-(3-(methylsulfonamido)phenyl)thiophene-2-carboxamide CP(=O)(C)C=1C=C(COC=2C(=NC=C(C2)F)C=2C=C(SC2C)C(=O)NC2=CC(=CC=C2)NS(=O)(=O)C)C=C(C1)F